ClC1=CC=C(C=C1)CN1C2(CCNC2)C(N(CC1=O)C(C)C)=O 6-[(4-chlorophenyl)methyl]-9-(propan-2-yl)-2,6,9-triazaspiro[4.5]decane-7,10-dione